N1N=C(C=2CNCCCC21)C(=O)N2CCC(CC2)C2=C(C=CC=C2)C(F)(F)F (1,4,5,6,7,8-hexahydropyrazolo[4,3-c]azepin-3-yl)(4-(2-(trifluoromethyl)phenyl)piperidin-1-yl)methanone